C(C)(C)(C)C1=C(C=C(C=N1)C=1N=C2SC[C@@H](CN2C(C1C#N)=O)CO)F (3S)-8-(6-tert-butyl-5-fluoropyridin-3-yl)-3-(hydroxymethyl)-6-oxo-2H,3H,4H,6H-pyrimido[2,1-b][1,3]thiazine-7-carbonitrile